trioxanonatriene O=CC=CC=COOC